C(CCCCCCCCCCC\C=C/CCCCCCCC)(=O)[O-].[Mn+2].[Fe+2].C(CCCCCCCCCCC\C=C/CCCCCCCC)(=O)[O-].C(CCCCCCCCCCC\C=C/CCCCCCCC)(=O)[O-].C(CCCCCCCCCCC\C=C/CCCCCCCC)(=O)[O-] iron manganese erucate